(3S,4R)-3-benzyloxy-3-isopropenyl-tetrahydropyran-4-ol C(C1=CC=CC=C1)O[C@]1(COCC[C@H]1O)C(=C)C